(S)-3-(8-(2-chloro-4-cyanophenyl)quinolin-5-yl)-2-(2,6-difluoro-4-((R)-2-(trifluoromethyl)piperidin-1-yl)benzoylamino)propionic acid ClC1=C(C=CC(=C1)C#N)C=1C=CC(=C2C=CC=NC12)C[C@@H](C(=O)O)NC(C1=C(C=C(C=C1F)N1[C@H](CCCC1)C(F)(F)F)F)=O